FC(CN1N=NC2=C1C=C(C=C2)C2=CNC=1N=C(N=C(C12)OC)NC1CC(C1)(C)C(=O)N1CCCC1)F ((1r,3r)-3-((5-(1-(2,2-difluoroethyl)-1H-benzo[d][1,2,3]triazol-6-yl)-4-methoxy-7H-pyrrolo[2,3-d]pyrimidin-2-yl)amino)-1-methylcyclobutyl)(pyrrolidin-1-yl)methanone